C(C)(C)(C)OC(=O)N(CC[C@@H](C(=O)OC(C)(C)C)NC(=O)OC(C)(C)C)CCCCC=O (S)-tert-butyl 4-((tert-butoxycarbonyl)(5-oxopentyl)amino)-2-((tert-butoxycarbonyl)amino)butanoate